Tert-butyl 7-(1-(2,6-dioxopiperidin-3-yl)-3-methyl-2-oxo-2,3-dihydro-1H-benzo[d]imidazol-5-yl)-2,7-diazaspiro[3.5]nonane-2-carboxylate O=C1NC(CCC1N1C(N(C2=C1C=CC(=C2)N2CCC1(CN(C1)C(=O)OC(C)(C)C)CC2)C)=O)=O